5-(Azetidin-2-ylethynyl)-N-(3-methyl-4-((1-methyl-1H-benzimidazol-5-yl)oxy)phenyl)pyrimidin-4-amine N1C(CC1)C#CC=1C(=NC=NC1)NC1=CC(=C(C=C1)OC1=CC2=C(N(C=N2)C)C=C1)C